C(C)OC1(CC1)O[Si](C)(C)C (1-ethoxycyclopropoxy)-trimethylsilane